ClC=1C=C(C=CC1C(=O)N1CCN(CC1)C(=O)C1CCNCC1)NC(=O)C=1N(C(=CN1)C=1C(=NN(C1)C1=CC=NC=C1)C(F)(F)F)C N-[3-chloro-4-[4-(piperidine-4-carbonyl)piperazine-1-carbonyl]phenyl]-1-methyl-5-[1-(4-pyridyl)-3-(trifluoromethyl)pyrazol-4-yl]imidazole-2-carboxamide